CC1=NN=C2N1C=CC(=C2)C2=C(C=CC(=N2)C#N)C2=CN=C(O2)CC(C)(C)C 6-(3-Methyl-[1,2,4]triazolo[4,3-a]pyridin-7-yl)-5-(2-neopentyloxazol-5-yl)picolinonitril